4-bromo-2-methylbenzylamine hydrochloride Cl.BrC1=CC(=C(CN)C=C1)C